ClC1(C2C(O2)C2=C(C(=C(C(=C2C2C(CO1)O2)O)Cl)Cl)C2=C(C(=C(C(=C2Cl)Cl)O)Cl)Cl)Cl octachloro-4,4'-dihydroxybiphenyldiglycidyl ether